N,N-dioctyl-methacrylamide C(CCCCCCC)N(C(C(=C)C)=O)CCCCCCCC